NC1=NC=2C=CC(=CC2C2=C1COC2)C(=O)N(CC)[C@@H](C=2N=NC(=CC2)C(F)(F)F)C2CC2 4-amino-N-((R)-cyclopropyl-(6-(trifluoromethyl)-3-pyridazinyl)methyl)-N-ethyl-1,3-dihydrofuro[3,4-c]quinoline-8-carboxamide